4-(carbonylmethoxy)phenylalanine C(=O)=COC1=CC=C(C[C@H](N)C(=O)O)C=C1